3-amino-2-(benzo[h]quinolin-7-yl)-2-methylpropanoic acid ethyl ester hydrochloride Cl.C(C)OC(C(CN)(C)C1=CC=CC=2C1=CC=C1C=CC=NC21)=O